CN(CCN(C1=C(C=C(C(=C1)OC)NC1=NC=NC(=N1)N1CC2(C3=NC(=CC=C31)C)CCC2)[N+](=O)[O-])C)C N1-(2-(dimethylamino)ethyl)-5-methoxy-N1-methyl-N4-(4-(5'-methylspiro[cyclobutane-1,3'-pyrrolo[3,2-b]pyridin]-1'(2'H)-yl)-1,3,5-triazin-2-yl)-2-nitrobenzene-1,4-diamine